ClC1=CC=C(C=C1)\C=C\S(=O)(=O)C1=CC=CC=C1 (E)-1-chloro-4-(2-(benzenesulfonyl)vinyl)benzene